N1N=NN=C1CN1C(N(/C(/NC1=O)=N/C1=CC2=CN(N=C2C=C1Cl)C)CC1=CC=C(C=C1)C1=CC=CC=C1)=O (E)-3-((1H-tetrazol-5-yl)methyl)-1-([1,1-biphenyl]-4-ylmethyl)-6-((6-chloro-2-methyl-2H-indazol-5-yl)imino)-1,3,5-triazine-2,4-dione